4-(3-fluorophenyl)but-3-en-2-one FC=1C=C(C=CC1)C=CC(C)=O